ClC=1C=C2C(N(C(=NC2=CC1Cl)[C@H]1CN(CCC1)CC(C)C)C)=O (R)-6,7-dichloro-2-(1-isobutylpiperidin-3-yl)-3-methylquinazolin-4(3H)-one